Cl.N[C@H](C(=O)OC)CC1=CC=C(C=2N1C=CN2)C=2N=CC1=CC=CC=C1C2C(F)(F)F methyl (S)-2-amino-3-(8-(4-(trifluoromethyl)isoquinolin-3-yl)imidazo[1,2-a]pyridin-5-yl)propanoate hydrochloride